(R)-6-(2,2-difluoro-6-(1-methyl-1H-pyrazol-4-yl)morpholino)-8-(2,4-difluorophenyl)-2,3-dimethylpyrido[3,4-d]pyrimidin-4(3H)-one FC1(O[C@@H](CN(C1)C1=CC2=C(N=C(N(C2=O)C)C)C(=N1)C1=C(C=C(C=C1)F)F)C=1C=NN(C1)C)F